N-(6-(6,7-difluoro-5-(methylthio)-1H-indazol-4-yl)imidazo[1,2-a]pyridin-2-yl)-2-fluorocyclopropane-1-carboxamide FC1=C(C(=C2C=NNC2=C1F)C=1C=CC=2N(C1)C=C(N2)NC(=O)C2C(C2)F)SC